tert-butyl (R)-3-(3-(4-(3-cyano-4-(((trifluoromethyl)sulfonyl)oxy)pyrazolo[1,5-a]pyridin-6-yl)-5-methyl-1H-pyrazol-1-yl)azetidin-1-yl)pyrrolidine-1-carboxylate C(#N)C=1C=NN2C1C(=CC(=C2)C=2C=NN(C2C)C2CN(C2)[C@H]2CN(CC2)C(=O)OC(C)(C)C)OS(=O)(=O)C(F)(F)F